C(C)(=O)N1CC(N(CC1)CC1=C2C=CN(C2=C(C=C1OC)C)C(=O)OCCCC)C1=CC=C(C=C1)C(=O)OC Butyl 4-((4-acetyl-2-(4-(methoxycarbonyl)phenyl)piperazin-1-yl)methyl)-5-methoxy-7-methyl-1H-indole-1-carboxylate